ClC=1C(=C(CN2CCC(CC2)(C(=O)O)CC2=NC(=CC(=C2F)CC)NC2=NNC(=C2)C)C(=CC1)F)F 1-(3-chloro-2,6-difluorobenzyl)-4-((4-ethyl-3-fluoro-6-((5-methyl-1H-pyrazol-3-yl)amino)pyridin-2-yl)methyl)piperidine-4-carboxylic acid